C(C)C=1C(=CC(=C(C1)O)F)B1OC(C(O1)(C)C)(C)C 5-ethyl-2-fluoro-4-(tetramethyl-1,3,2-Dioxaborolane-2-yl)phenol